6-methoxy-4-(prop-1-en-2-yl)phthalazin-1(2H)-one COC=1C=C2C(=NNC(C2=CC1)=O)C(=C)C